[Br-].COC1=CC=CC=2N(C3=CC=CC=C3[C@H](C12)C1=CC=CC2=CC=CC=C12)C |r| (±)-1-methoxy-10-methyl-9-(naphthalene-1-yl)acridine bromide salt